N-((1R,4R)-4-(((5-cyclopropyl-2-((4-morpholinophenyl)amino)pyrimidin-4-yl)oxy)methyl)cyclohexyl)acetamide C1(CC1)C=1C(=NC(=NC1)NC1=CC=C(C=C1)N1CCOCC1)OCC1CCC(CC1)NC(C)=O